Tert-butyl (R)-3-((8-bromo-4-(2-methoxy-4-methylphenyl)phthalazin-1-yl)amino)piperidine-1-carboxylate BrC=1C=CC=C2C(=NN=C(C12)N[C@H]1CN(CCC1)C(=O)OC(C)(C)C)C1=C(C=C(C=C1)C)OC